3-(N-(2-(1,4-oxaazepan-4-yl)-5-(trifluoromethyl)phenyl)sulfamoyl)-4-ethylbenzoic acid O1CCN(CCC1)C1=C(C=C(C=C1)C(F)(F)F)NS(=O)(=O)C=1C=C(C(=O)O)C=CC1CC